(4-{6-[2-(4-Chloro-2,7-dimethyl-benzo[b]thiophen-3-yl)-ethylamino]-pyrimidin-4-yl}-2-ethoxy-phenyl)-acetic acid ClC1=CC=C(C=2SC(=C(C21)CCNC2=CC(=NC=N2)C2=CC(=C(C=C2)CC(=O)O)OCC)C)C